N(C(=O)C)C1=C(C=CC=C1)NCC(=O)NCC1=CC(=CC=C1)C 2-((2-Acetaminophenyl)amino)-N-(3-methylbenzyl)acetamide